C(C)(C)(C)OC(CN1N=C(C(=C1)[N+](=O)[O-])C(=O)OC)=O Methyl 1-(2-(tert-butoxy)-2-oxoethyl)-4-nitro-1H-pyrazole-3-carboxylate